Cis-8-dimethylamino-3-[2-fluoro-4-(trifluoromethyl)-phenyl]-8-phenyl-1,3-diazaspiro[4.5]decan-2-one CN(C1(CCC2(CN(C(N2)=O)C2=C(C=C(C=C2)C(F)(F)F)F)CC1)C1=CC=CC=C1)C